CN1N=CC2=CN=C(N=C12)C#N 1-methyl-1H-1,2,5,7-tetraazaindene-6-carbonitrile